6-(1-(1-(4-(5-Chloro-6-methoxypyridin-3-yl)phenyl)ethyl)-4-fluoro-1H-indol-7-carboxamido)spiro[3.3]heptan ClC=1C=C(C=NC1OC)C1=CC=C(C=C1)C(C)N1C=CC2=C(C=CC(=C12)C(=O)NC1CC2(CCC2)C1)F